FC1(CCN(CC1)C(=O)C1=NNC2=C1CN(CC2)C(C)=O)C2=C(C=CC=C2)C(F)(F)F 1-(3-(4-fluoro-4-(2-(trifluoromethyl)phenyl)piperidin-1-carbonyl)-1,4,6,7-tetrahydro-5H-pyrazolo[4,3-c]pyridin-5-yl)ethan-1-one